(2-(propylsulfonyl)vinyl)benzene C(CC)S(=O)(=O)C=CC1=CC=CC=C1